3-(((S)-oxetan-2-yl)methyl)-2-((4-(2-(p-tolyl)-2,3-dihydrobenzo[b][1,4]dioxin-5-yl)piperidin-1-yl)methyl)-3H-imidazo[4,5-b]pyridine-5-carboxylic acid O1[C@@H](CC1)CN1C(=NC=2C1=NC(=CC2)C(=O)O)CN2CCC(CC2)C2=CC=CC=1OC(COC12)C1=CC=C(C=C1)C